ClC1=C(C=C(C(=C1)F)C(=O)OC)B(O)O 2-CHLORO-4-FLUORO-5-(METHOXYCARBONYL)PHENYLBORONIC ACID